OCCCOC=1C=CC2=C(OC3=C2C(C2=CC=C(C=C2C3(C)C)OC[C@H]([C@@H](CO)O)O)=O)C1 3-(3-Hydroxy-propoxy)-6,6-dimethyl-8-((2R,3R)-2,3,4-trihydroxy-butoxy)-6H-benzo[b]naphtho[2,3-d]furan-11-one